COC1=C2CC[C@@H](CC2=CC=C1)N(C1=NC=C(C=N1)B1OC(C(O1)(C)C)(C)C)C (S)-N-(5-methoxy-1,2,3,4-tetrahydronaphthalen-2-yl)-N-methyl-5-(4,4,5,5-tetramethyl-1,3,2-dioxaborolan-2-yl)pyrimidin-2-amine